6-(3-chloro-6-(difluoromethyl)-2-fluorophenyl)-N-(1-((4-methyl-5-((1r,5s)-2-oxo-3-azabicyclo[3.1.0]hex-3-yl)pyridin-2-yl)methyl)-1H-pyrazol-4-yl)pyrazine-2-carboxamide ClC=1C(=C(C(=CC1)C(F)F)C1=CN=CC(=N1)C(=O)NC=1C=NN(C1)CC1=NC=C(C(=C1)C)N1C([C@@H]2C[C@@H]2C1)=O)F